bis(trifluoromethyl)-5,5'-diaminobiphenyl FC(F)(F)C=1C(=C(C=C(C1)N)C1=CC=CC(=C1)N)C(F)(F)F